BrC1=C(C(=CC=2OCCNC21)Cl)Cl 5-bromo-6,7-dichloro-3,4-dihydro-2H-benzo[b][1,4]oxazine